C(#N)C=1C=NC(=NC1)N1[C@H](CN(C[C@@H]1C)C(=O)OC1CC2(CN(C2)CC2=CC=CC=C2)C1)C 2-benzyl-2-azaspiro[3.3]heptan-6-yl (3S,5S)-4-(5-cyanopyrimidin-2-yl)-3,5-dimethylpiperazine-1-carboxylate